BrCC(=O)C1(CCC1)C=1C=C(C=CC1)CCC(=O)OC methyl 3-(3-(1-(2-bromoacetyl)cyclobutyl) phenyl)propanoate